C(C)(C)N1N=C(C=C1)C=1C(=C2C(=NC(=NN2C1)C=1N(C=CN1)C)NC1=NC=CC=C1OC)C 6-(1-Isopropyl-1H-pyrazol-3-yl)-N-(3-methoxypyridin-2-yl)-5-methyl-2-(1-methyl-1H-imidazol-2-yl)pyrrolo[2,1-f][1,2,4]triazin-4-amine